1-(4-(4-amino-2,5-dichlorophenyl)piperazine-1-yl)-2,2,2-trifluoroethane-1-one NC1=CC(=C(C=C1Cl)N1CCN(CC1)C(C(F)(F)F)=O)Cl